4-(4-[3-Cyano-4-[2,2,2-trifluoro-1-(oxan-4-yl)ethoxy]pyrazolo[1,5-a]pyridine-6-yl]-5-methylpyrazol-1-yl)piperidine-1-carbonitrile C(#N)C=1C=NN2C1C(=CC(=C2)C=2C=NN(C2C)C2CCN(CC2)C#N)OC(C(F)(F)F)C2CCOCC2